(Z)-2-(((2-butylbenzo[d]oxazol-6-yl)oxy)methyl)-3-fluoroprop-2-en-1-amine 4-methylbenzenesulfonate CC1=CC=C(C=C1)S(=O)(=O)O.C(CCC)C=1OC2=C(N1)C=CC(=C2)OC\C(\CN)=C/F